[N+](=O)([O-])C1=C(C=CC=C1)S(=O)(=O)N1CC2=CC=CC=C2C(C1)O 2-(2-Nitrophenyl)sulfonyl-3,4-dihydro-1H-isoquinolin-4-ol